N1=C(C(=NC2=C1C=1N=C(C(=NC1C1=C2N=C(C(=N1)C#N)C#N)C#N)C#N)C#N)C#N dipyrazinoquinoxalinehexacarbonitrile